N,N'-bis(2,5-dimethoxyphenyl)cyclopropane-1,1-diamide COC1=C(C=C(C=C1)OC)NC(=O)C1(CC1)C(=O)NC1=C(C=CC(=C1)OC)OC